FC(C(C)(O)C)(C1=C(C(=CC=C1)[C@@H](C)NC1=NC(=NC2=C3C(=C(C=C12)N1CC2(COC2)C1)CCC3)C)F)F (R)-1,1-difluoro-1-(2-fluoro-3-(1-((2-methyl-6-(2-oxa-6-azaspiro[3.3]heptan-6-yl)-8,9-dihydro-7H-cyclopenta[h]quinazolin-4-yl)amino)ethyl)phenyl)-2-methylpropan-2-ol